rac-(R)-1-(4-chloroquinolin-6-yl)-1-(3-fluoropyridin-2-yl)ethan-1-ol ClC1=CC=NC2=CC=C(C=C12)[C@@](C)(O)C1=NC=CC=C1F |r|